2-(4-chloro-5-(trifluoromethyl)-7H-pyrrolo[2,3-d]pyrimidin-7-yl)isonicotinic acid ClC=1C2=C(N=CN1)N(C=C2C(F)(F)F)C=2C=C(C(=O)O)C=CN2